C(C)(C)(C)OC(=O)NC(C(=O)NCC1=CC=CC=C1)COC 2-tert-butoxycarbonylamino-3-methoxy-N-benzyl-propionamide